5,5'-sulfonylbis(1H-indene-1,3(2H)-dione) S(=O)(=O)(C=1C=C2C(CC(C2=CC1)=O)=O)C=1C=C2C(CC(C2=CC1)=O)=O